(R)-3-(trifluoromethyl)-6a,7,9,10-tetrahydro-8H-pyrazino[1,2-a][1,8]naphthyridine FC(C1=CC=2C=C[C@H]3N(C2N=C1)CCNC3)(F)F